BrC=1N=C(SC1C)C#N 4-bromo-5-methylthiazole-2-carbonitrile